methyl 4-[5-amino-6-(difluoromethyl)indazol-2-yl]cyclohexanecarboxylate NC1=CC2=CN(N=C2C=C1C(F)F)C1CCC(CC1)C(=O)OC